piperidine-1,2-dicarboxylic acid N1(C(CCCC1)C(=O)O)C(=O)O